O1CCN(CC1)CCOC=1C=C(C=CC1)C1=C(C(=O)OC)C=CN=C1 methyl 3-(3-(2-morpholinoethoxy)phenyl)isonicotinate